tert-butyl (3S,4S)-4-(2,2-difluoro-2-phenoxyacetamido)-3-methylpiperidine-1-carboxylate FC(C(=O)N[C@@H]1[C@H](CN(CC1)C(=O)OC(C)(C)C)C)(OC1=CC=CC=C1)F